NC=1C=CC(=C(C(=O)NCC(=O)NCC(NCCOCCOCCOCCOCCOCCOCCOCCOCCOCCOCCOCCOCCC(=O)N[C@@H](CCC(=O)OC(C)(C)C)C(=O)OC(C)(C)C)=O)C1)CCC(=O)OC di-tert-butyl (1-(2-(5-amino-2-(3-methoxy-3-oxopropyl)benzamido)acetamido)-2-oxo-6,9,12,15,18,21,24,27,30,33,36,39-dodecaoxa-3-azadotetracontan-42-oyl)-L-glutamate